4-(1-Ethyl-1H-pyrazol-4-yl)-2-(5-phenyl-1H-imidazol-2-yl)pyridine trifluoroacetate salt FC(C(=O)O)(F)F.C(C)N1N=CC(=C1)C1=CC(=NC=C1)C=1NC(=CN1)C1=CC=CC=C1